(5-((R)-1-((2S,4R)-4-(difluoromethoxy)-1-((4-phenoxybenzoyl)glycyl)pyrrolidine-2-carboxamido)ethyl)thiophen-3-yl)boronic acid FC(O[C@@H]1C[C@H](N(C1)C(CNC(C1=CC=C(C=C1)OC1=CC=CC=C1)=O)=O)C(=O)N[C@H](C)C1=CC(=CS1)B(O)O)F